C(C)(C)(C)C1=C(C=CC=C1)C(=O)N1CCN(CC1)C1=CC2=C(NC(=N2)C2=CC(=C(C(=C2)OC)O)O)C=C1 (2-(tert-butyl)phenyl)(4-(2-(3,4-dihydroxy-5-methoxyphenyl)-1H-benzo[d]imidazol-5-yl)piperazin-1-yl)methanone